(1R)-1-ethyl-1-oxo-6-(trifluoromethyl)isothiazolo[4,5-b]pyridine-3-one C(C)S1(NC(C2=NC=C(C=C21)C(F)(F)F)=O)=O